BrC=1C=CC(=C2C(=NN(C12)C1CC1)NS(=O)(=O)C)Cl N-(7-bromo-4-chloro-1-cyclopropyl-1H-indazol-3-yl)methanesulfonamide